N-((S)-2-cyano-1-(4-(ethylsulfonyl)phenyl)ethyl)-4-((2S,4S)-2-((difluoromethoxy)methyl)-4-((5-(difluoromethoxy)pyridin-2-yl)oxy)pyrrolidin-1-yl)benzamide C(#N)C[C@@H](C1=CC=C(C=C1)S(=O)(=O)CC)NC(C1=CC=C(C=C1)N1[C@@H](C[C@@H](C1)OC1=NC=C(C=C1)OC(F)F)COC(F)F)=O